C(C)(C)N1CC=CC=C1 N-isopropyl-pyridine